ClC1=CC=C(C=C1)C1=C(CCC(C1)(C)C)CN1CC2(CN(C2)C(=O)C=2C=C3C(N(C(C3=CC2)=O)C2C(NC(CC2)=O)=O)=O)C1 5-(6-((4'-chloro-5,5-dimethyl-3,4,5,6-tetrahydro-[1,1'-biphenyl]-2-yl)methyl)-2,6-diazaspiro[3.3]heptane-2-carbonyl)-2-(2,6-dioxopiperidin-3-yl)isoindoline-1,3-dione